chloromethyl-pyridone ClCC=1C(NC=CC1)=O